α-2-indolyl-glycine N1C(=CC2=CC=CC=C12)C(N)C(=O)O